FC(C12CC(C1)(C2)C2NCCCC2)(F)F 2-[3-(trifluoromethyl)-1-Bicyclo[1.1.1]Pentanyl]Piperidine